1-(5-bromo-7-nitroindolin-1-yl)propan-1-one BrC=1C=C2CCN(C2=C(C1)[N+](=O)[O-])C(CC)=O